C1(=C(C=CC=C1)C1=CC=C(C=C1)[SH2+])C1=CC=CC=C1 4-biphenylylphenylsulfonium